C(CCCC)N(CCO)C1=CC=NC=2N1N=CN2 7-(N-(n-amyl)-N-(beta-hydroxyethyl)-amino)-s-triazolo(1,5-a)pyrimidine